FC(C=1C=C(C=C(C1)C(F)(F)F)N\C=C/C(=O)C=1SC(=CC1)C1=CC=C(C=C1)N(C1=CC=CC=C1)C1=CC=CC=C1)(F)F (Z)-3-((3,5-bis(trifluoromethyl)phenyl)amino)-1-(5-(4-(diphenylamino)phenyl)thiophen-2-yl)prop-2-en-1-one